trans-1,1,1,2,3,4,5,5,5-nonafluoro-2-pentene FC(C(=C(C(C(F)(F)F)F)F)F)(F)F